(methylthio)-4-(3-oxo-1,4-diazaspiro[5.5]undecane-1-yl)pyrimidine CSC1=NC=CC(=N1)N1CC(NCC12CCCCC2)=O